C(C)N(C=1N=C2N(C(C1C=O)=O)C=CC=C2C)CC 2-DIETHYLAMINO-9-METHYL-4-OXO-4H-PYRIDO[1,2-A]PYRIMIDINE-3-CARBALDEHYDE